CCSCCOCCOCCSCC 6,9-dioxa-3,12-dithiatetradecane